tert-butyl (2S,4R)-5-(4-(2-aminoethoxy) phenyl)-4-((tert-butoxy carbonyl) amino)-2-methylpentanoate NCCOC1=CC=C(C=C1)C[C@@H](C[C@@H](C(=O)OC(C)(C)C)C)NC(=O)OC(C)(C)C